ClC[C@H](COC1=CC(=C(/C=C/C2=CC=C(OC[C@@H](CO)O)C=C2)C=C1)C)O (R)-3-(4-((e)-4-((S)-3-chloro-2-hydroxypropoxy)-2-methylstyryl)phenoxy)propane-1,2-diol